[S-2].[Zn+2].[Pb+2].[S-2] Lead zinc sulphide